CN1N=NC2=C1C=CC(=C2)C=O 1-methyl-1,2,3-benzotriazole-5-carbaldehyde